6-((5-((3S,4S)-4-amino-3-methyl-2-oxa-8-azaspiro[4.5]decan-8-yl)pyrazin-2-yl)thio)-5-chloro-3-(1-phenylethyl)quinazolin-4(3H)-one N[C@@H]1[C@@H](OCC12CCN(CC2)C=2N=CC(=NC2)SC=2C(=C1C(N(C=NC1=CC2)C(C)C2=CC=CC=C2)=O)Cl)C